1-(1-(2-(3-Azabicyclo[3.1.0]hexan-3-yl)pyrimidin-5-yl)ethyl)-1H-pyrazol-4-amine C12CN(CC2C1)C1=NC=C(C=N1)C(C)N1N=CC(=C1)N